(E)-3-(2-((4-(2-(4-chloro-2-fluorophenyl)-2-methylbenzo[d][1,3]dioxol-4-yl)piperidin-1-yl)methyl)-1-(((R)-tetrahydrofuran-2-yl)methyl)-1H-imidazol-5-yl)acrylic acid ClC1=CC(=C(C=C1)C1(OC2=C(O1)C=CC=C2C2CCN(CC2)CC=2N(C(=CN2)/C=C/C(=O)O)C[C@@H]2OCCC2)C)F